3,5,7-Trihydroxy-2-(4-hydroxyphenyl)-1-benzopyrylium chloride [Cl-].OC=1C(=[O+]C2=C(C1)C(=CC(=C2)O)O)C2=CC=C(C=C2)O